CSC([C@H]([C@H]([C@H](C=O)O)O)O)O 5-methylthio-ribose